[Cl-].C(C)(C)(C)OC(=O)N1C[C@H](C[C@@H]1C(=O)O)NC(CCOCCOCC[N+](C)(C)C)=O 2-(2-(3-(((3S,5R)-1-(tert-butoxycarbonyl)-5-carboxypyrrolidin-3-yl)amino)-3-oxopropoxy)ethoxy)-N,N,N-trimethylethan-1-aminium chloride